FC(OC(C(C(=O)F)(F)F)(F)F)(F)F 3-(perfluoromethoxy)perfluoropropanoyl fluoride